Bis(3,5-dimethyl-4-citraconimidophenyl)methane CC=1C=C(C=C(C1N1C(C(C)=CC1=O)=O)C)CC1=CC(=C(C(=C1)C)N1C(C(C)=CC1=O)=O)C